(6-(((3-Amino-5-(1-cyclopropyl-1H-1,2,4-triazol-3-yl)-4-methoxyphenylmethyl)oxy)methyl)-4-fluoropyridin-2-yl)carbamic acid tert-butyl ester C(C)(C)(C)OC(NC1=NC(=CC(=C1)F)COCC1=CC(=C(C(=C1)C1=NN(C=N1)C1CC1)OC)N)=O